2-(diphenylphosphino)ethyltriethoxysilane ethyl-6-((3S,5R)-3,5-dimethylmorpholino)quinoline-4-carboxylate C(C)OC(=O)C1=CC=NC2=CC=C(C=C12)N1[C@H](COC[C@H]1C)C.C1(=CC=CC=C1)P(CC[Si](OCC)(OCC)OCC)C1=CC=CC=C1